CC(C(CO)C)O 1,2-dimethylpropane-1,3-diol